N-(2-Methoxy-6-(2-oxo-1,4-dihydro-2H-benzo[d][1,3]oxazin-6-yl)pyridin-3-yl)-5-methyl-3-phenylisoxazole-4-carboxamide COC1=NC(=CC=C1NC(=O)C=1C(=NOC1C)C1=CC=CC=C1)C1=CC2=C(NC(OC2)=O)C=C1